C(C)C=1C(=CC=C2C=C(C=C(C12)C1=C(C=2N=C(N=C(C2C=N1)N1C[C@H]2C[C@H]([C@@H](C1)C2)O)OCC21CCCN1C(CC2)C)F)O)F (1R,5R,6R)-3-(7-(8-ethyl-7-fluoro-3-hydroxynaphthalen-1-yl)-8-fluoro-2-((3-methyltetrahydro-1H-pyrrolizin-7a(5H)-yl)methoxy)pyrido[4,3-d]pyrimidin-4-yl)-3-azabicyclo[3.2.1]octan-6-ol